CC1CC2(N(C(C1)C2)CC2=NC=CC=C2)C(=O)OC methyl trans-3-methyl-6-picolyl-6-azabicyclo[3.1.1]heptane-1-carboxylate